1,3-dichloropropyl phosphate P(=O)(OC(CCCl)Cl)([O-])[O-]